NCCC1=CN=C(S1)C(=O)NC=1C(=C(C=CC1)C1=NC=CC(=C1Cl)C1=NC(=C(C=C1)CN(C(OC(C)(C)C)=O)C[C@H]1NC(CC1)=O)OC)Cl tert-butyl (S)-((2'-(3-(5-(2-aminoethyl)thiazole-2-carboxamido)-2-chlorophenyl)-3'-chloro-6-methoxy-[2,4'-bipyridin]-5-yl)methyl)((5-oxopyrrolidin-2-yl)methyl)carbamate